C(C1=CC=CC=C1)OC(=O)C=1C=C(C=C(C1)[N+](=O)[O-])B(O)O (3-BENZYLOXYCARBONYL-5-NITROPHENYL)BORONIC ACID